2-Amino-6-fluorobenzamide NC1=C(C(=O)N)C(=CC=C1)F